4-amino-7-fluoro-N,1-dimethyl-N-((5R)-2-(trifluoromethyl)-5,6,7,8-tetrahydro-5-quinolinyl)-1H-pyrazolo[4,3-c]quinoline-8-carboxamide NC1=NC=2C=C(C(=CC2C2=C1C=NN2C)C(=O)N([C@H]2C=1C=CC(=NC1CCC2)C(F)(F)F)C)F